BrC1=C2C(=C(NC2=C(C=C1F)C(=O)N)C)C 4-bromo-5-fluoro-2,3-dimethyl-1H-indole-7-carboxamide